tert-butyl 4-(4-(pyridin-4-ylmethoxy)phenyl)-1H-imidazole-1-carboxylate N1=CC=C(C=C1)COC1=CC=C(C=C1)C=1N=CN(C1)C(=O)OC(C)(C)C